ethyl (S)-3-(4-((1-(4-(benzofuran-2-yl)phenoxy)-3-methylbutan-2-yl)amino)benzamido)propanoate O1C(=CC2=C1C=CC=C2)C2=CC=C(OC[C@H](C(C)C)NC1=CC=C(C(=O)NCCC(=O)OCC)C=C1)C=C2